ClC=1C=C(OC(C(=O)NC)F)C=C(C1CC1=CC(=C(C=C1)O)C(C)C)Cl 2-(3,5-dichloro-4-(4-hydroxy-3-isopropylbenzyl)phenoxy)-2-fluoro-N-methylacetamide